COC=1C=C(C=CC1C1(CC(=C(C2=CC=CC=C12)NC(C(F)(F)F)=O)\N=N\[H])S(=O)(=O)O)C1=CC(=C(C=C1)C1(CC(=C(C2=CC=CC=C12)NC(C(F)(F)F)=O)\N=N\[H])S(=O)(=O)O)OC 1,1'-(3,3'-dimethoxy[1,1'-biphenyl]-4,4'-diyl)bis{4-trifluoroacetylamino-3-[(E)-diazenyl]naphthalene-1-sulfonic acid}